CS(=O)(=O)N1CCN(CC1)C(=O)OC1=COC(=CC1=O)CN1CC2=CC=CC=C2C1 6-(isoindolin-2-ylmethyl)-4-oxo-4H-pyran-3-yl 4-(methylsulfonyl)piperazine-1-carboxylate